N2-[[3-[(2,1,3-Benzothiadiazol-4-ylsulfonyl)amino]-2-thienyl]carbonyl]-L-arginine trifluoroacetate FC(C(=O)O)(F)F.N=1SN=C2C1C=CC=C2S(=O)(=O)NC2=C(SC=C2)C(=O)N[C@@H](CCCNC(N)=N)C(=O)O